CS(=O)(=O)OCC1=CC=C(C=C1)N1N=C(C=C1)[N+](=O)[O-] [4-(3-nitropyrazol-1-yl)phenyl]methyl methanesulfonate